2-((3,7-dimethylquinoxalin-6-yl)amino)-7-methyl-9-(tetrahydro-2H-pyran-4-yl)-7,9-dihydro-8H-purin-8-one CC=1C=NC2=CC(=C(C=C2N1)NC1=NC=C2N(C(N(C2=N1)C1CCOCC1)=O)C)C